OCC(CO)(C)NC(=O)C1=C(OC2=C1C=C(C=C2)OCC=2C(=NC=CC2)O)C N-(1,3-dihydroxy-2-methylpropan-2-yl)-5-((2-hydroxypyridin-3-yl)methoxy)-2-methylbenzofuran-3-carboxamide